5-cyclopentyl-2-[[4-(4,4,5,5-tetramethyl-1,3,2-dioxaborolan-2-yl)pyrazol-1-yl]methyl]pyrimidine ethyl-(S)-piperidine-3-carboxylate C(C)OC(=O)[C@@H]1CNCCC1.C1(CCCC1)C=1C=NC(=NC1)CN1N=CC(=C1)B1OC(C(O1)(C)C)(C)C